3-chloro-2-methyl-5-(4,4,5,5-tetramethyl-1,3,2-dioxaborolan-2-yl)phenyl methyl carbonate C(OC1=C(C(=CC(=C1)B1OC(C(O1)(C)C)(C)C)Cl)C)(OC)=O